pentadecanoic acid, 3-methylbutyl ester C(CCCCCCCCCCCCCC)(=O)OCCC(C)C